COC1=CC=C(N=N1)C1CCN(CC1)C(=O)C=1N=C(C2=C(N1)OC(=C2)C)NC2(CC2)C [4-(6-methoxypyridazin-3-yl)piperidine-1-carbonyl]-6-methyl-N-(1-methylcyclopropyl)furo[2,3-d]pyrimidin-4-amine